ClC=1C=C(C=CC1)N(C(=O)C1=NN=C(S1)NC(=O)C=1C=NC(=CC1C1=C(C=CC=C1OC)F)C)C N-{5-[(3-chlorophenyl)(methyl)carbamoyl]-1,3,4-thiadiazol-2-yl}-4-(2-fluoro-6-methoxyphenyl)-6-methylpyridine-3-carboxamide